CS(=O)(=O)OCCCCCCCCCCCCC1=CC=CC=C1 12-phenyldodecyl methanesulfonate